N[C@H](C(=O)N1[C@@H]([C@H]2C([C@H]2C1)(C)C)C(=O)O)[C@@H](C)OC1(CC1)C (1R,2S,5S)-3-[(2S,3R)-2-amino-3-(1-methylcyclopropoxy)butanoyl]-6,6-dimethyl-3-azabicyclo[3.1.0]hexane-2-carboxylic acid